4-(1-Methyloctahydro-6H-pyrrolo[2,3-c]pyridin-6-yl)-N-(3-phenylpropyl)-1H-benzo[d]imidazole-1-carboxamide CN1CCC2C1CN(CC2)C2=CC=CC=1N(C=NC12)C(=O)NCCCC1=CC=CC=C1